C(C1=CC=CC=C1)(=O)OCCC(C)C iso-Pentyl benzoate